(4R)-acetic acid 7-{2-[(3S)-2,6-dioxopiperidin-3-yl]-1-oxo-2,3-dihydro-1H-isoindol-5-yl}-2H,3H,4H-pyrano[2,3-b]pyridin-4-yl ester O=C1NC(CC[C@@H]1N1C(C2=CC=C(C=C2C1)C1=CC=C2C(=N1)OCC[C@H]2OC(C)=O)=O)=O